O(C1=CC=CC=C1)C1=CC(=C(C(=C1)C(C)C)SN=C=O)C(C)C 4-phenoxy-2,6-diisopropylphenyl-thioisocyanate